ClC1=C(C=CC(=C1)C)C#CCCO 4-(2-chloro-4-methylphenyl)but-3-yn-1-ol